S1CCN2C1=CC=CC2 3,5-dihydro-2H-thiazolo[3,2-a]pyridin